C(C)OC=1OC=NN1 ethoxy-1,3,4-oxadiazole